methyl-9H-carbazole CC1=CC=CC=2C3=CC=CC=C3NC12